C(=O)O.ClC=1C=C(NC=2C=3N(C=CN2)C(=CN3)C3=C(C(=C(OCC#N)C=C3)F)F)C=CC1C(=O)N1CCN(CC1)C(=O)N1CCN(CC1)CO 2-[4-[8-[3-chloro-4-[4-[(3S)-4-(hydroxymethyl)piperazine-1-carbonyl]piperazine-1-carbonyl]anilino]imidazo[1,2-a]pyrazin-3-yl]-2,3-difluoro-phenoxy]acetonitrile formate